FC1=C(C(=CC=C1)F)NC(C(=O)N[C@H](C(=O)N[C@@H](CCC(=O)OCC1=CC=CC=C1)C(COC1=NC(=NC=C1)C(F)(F)F)=O)C)=O Benzyl (S)-4-((S)-2-(2-((2,6-difluorophenyl)amino)-2-oxoacetamido) propanamido)-5-oxo-6-((2-(trifluoromethyl)pyrimidin-4-yl)oxy)hexanoate